N-(2-(1,6-dimethyl-1H-indol-3-yl)-2-(dimethylamino)ethyl)-1H-indole-6-sulfonamide CN1C=C(C2=CC=C(C=C12)C)C(CNS(=O)(=O)C1=CC=C2C=CNC2=C1)N(C)C